BrCC1=NC=C(C=C1F)C(F)(F)F 2-(bromomethyl)-3-fluoro-5-(trifluoromethyl)pyridine